FC=1C=C(C=CC1N1C(CCC1)=O)C=1C=CC(=NC1)NC1=CC2=C(OC[C@H]3N2C(OC3)=O)N=C1 (R)-8-((5-(3-fluoro-4-(2-oxopyrrolidin-1-yl)phenyl)pyridin-2-yl)amino)-3a,4-dihydro-1H,3H-oxazolo[3,4-d]pyrido[2,3-b][1,4]oxazin-1-one